NC1=CC=C(C(=C1C(=O)N(C)C)F)C=1C(=C2C(=NC1)NC[C@]21C[C@H](CC1)N1N=C(N=C1C)N)Cl 6-Amino-3-((1R,3S)-3-(3-amino-5-methyl-1H-1,2,4-triazol-1-yl)-4'-chloro-1',2'-dihydrospiro[cyclopentane-1,3'-pyrrolo[2,3-b]pyridin]-5'-yl)-2-fluoro-N,N-dimethylbenzamide